C(CCCCCCCCCCC)[Se]C(CC(=O)C1=C(C=CCC1(C)C)C)C 3-(dodecylselenyl)-1-(2,6,6-trimethyl-1,3-cyclohexadien-1-yl)-1-butanone